CC(COCC(=O)O)=C (2-methylallyloxy)-acetic acid